butyl-5-isobutyl-4-hydroxy-pyrazol C(CCC)C1=NNC(=C1O)CC(C)C